6-cyclopropyl-N-(6-(difluoromethyl)pyridin-3-yl)-2-(thiazol-5-yl)pyrimidine-4-carboxamide C1(CC1)C1=CC(=NC(=N1)C1=CN=CS1)C(=O)NC=1C=NC(=CC1)C(F)F